3-bromo-2-chloro-4-methyl-6-(2,5-dimethyl-1H-pyrrol-1-yl)pyridine BrC=1C(=NC(=CC1C)N1C(=CC=C1C)C)Cl